ClC1=C(C=CC(=C1)Cl)C1=CN(C2=NC(=CC=C21)C(=O)N2C(C(NCC2)=O)(C)C)CC(C)C 4-(3-(2,4-dichlorophenyl)-1-isobutyl-1H-pyrrolo[2,3-b]pyridine-6-carbonyl)-3,3-dimethylpiperazin-2-one